C12(CC3CC(CC(C1)C3)C2)C=2C=CC(=C(C2)C2(OCCO2)C2=CC=C(C=C2)CCC(=O)O)OC 3-(4-[2-[5-(adamantan-1-yl)-2-methoxyphenyl]-1,3-dioxolan-2-yl]phenyl)propanoic acid